C[Sn](C=1SC=CC1)(C)C trimethyl-(thiophen-2-yl)stannane